FC1=C(NC2=NC3=C(N2C)C=CC(=C3C)OC3=CC(=NC=C3)NC(C)=O)C=CC(=C1)F N-[4-[2-(2,4-difluoroanilino)-1,4-dimethylbenzimidazol-5-yl]oxypyridin-2-yl]acetamide